CC(CCCC(O)CC)CC 5-methylethyl-heptanol